tert-butyl N-(3-acetyl-2,4-difluorophenyl)carbamate C(C)(=O)C=1C(=C(C=CC1F)NC(OC(C)(C)C)=O)F